(2S,6R)-4-(11-chloro-6-oxo-3-(thiophen-2-yl)-10-(trifluoromethyl)-3,4-dihydro-2H,6H-[1,4]thiazepino[2,3,4-ij]quinazolin-8-yl)-2,6-dimethylpiperazine-1-carboxylate ClC1=C(C=C2C(=NC(N3C2=C1SCC(C3)C=3SC=CC3)=O)N3C[C@@H](N([C@@H](C3)C)C(=O)[O-])C)C(F)(F)F